(4-(1-(2,6-dichlorophenyl)azetidin-3-yl)-2,6-dimethylbenzyl)-3-(difluoromethyl)azetidin-3-ol formate salt C(=O)O.ClC1=C(C(=CC=C1)Cl)N1CC(C1)C1=CC(=C(CN2CC(C2)(O)C(F)F)C(=C1)C)C